NC=1N=CC(=NC1OCC1=C(C(=CC=C1F)F)Cl)C=1C=C(C=CC1)C(=O)N1C[C@H](CC1)N {3-[5-amino-6-(2-chloro-3,6-difluoro-benzyloxy)-pyrazin-2-yl]-phenyl}-[(3S)-3-amino-pyrrolidin-1-yl]-methanone